6-bromo-N-(2-chloro-3-methoxyphenyl)-[1,2,4]triazolo[1,5-a]pyridin-5-amine BrC=1C=CC=2N(C1NC1=C(C(=CC=C1)OC)Cl)N=CN2